bis(cyclopentadienyl)bis[2,6-difluoro-3-(N-isobutylamino)phenyl]titanium C1(C=CC=C1)[Ti](C1=C(C(=CC=C1F)NCC(C)C)F)(C1=C(C(=CC=C1F)NCC(C)C)F)C1C=CC=C1